(E)-6-(4-(2-(fluorosulfonyl)vinyl)phenoxy)hexanoic acid FS(=O)(=O)/C=C/C1=CC=C(OCCCCCC(=O)O)C=C1